C(C)OC(=O)C=1C=NN(C1)C(C)C1=CC=C(C=C1)C1=NOC(=N1)C(F)(F)F 1-[1-[4-[5-(trifluoromethyl)-1,2,4-oxadiazol-3-yl]phenyl]ethyl]pyrazole-4-carboxylic acid ethyl ester